BrC1=CC=CC2=C1OC(CO2)CNC(=O)C2CCN(CC2)C 1-Methyl-piperidine-4-carboxylic acid (8-bromo-2,3-dihydro-benzo[1,4]dioxin-2-ylmethyl)-amide